C(CCCC)OCCCCCNNC(=O)C1=CC=C(CC2=C(C(=O)N)C=CC=N2)C=C1 (4-(2-(5-(pentyloxy)pentyl)hydrazine-1-carbonyl)benzyl)nicotinamide